FC1=C(C(=CC=C1)S(=O)(=O)C1=CC=C(C)C=C1)C(F)(F)F 1-fluoro-3-p-toluenesulfonyl-2-(trifluoromethyl)benzene